N-(4-cyano-phenyl)-2-[4-(6-oxo-1-propyl-6,7-dihydro-1H-purin-8-yl)-phenoxy]-acetamide C(#N)C1=CC=C(C=C1)NC(COC1=CC=C(C=C1)C1=NC=2N=CN(C(C2N1)=O)CCC)=O